N-[5-[4-[(2,2-dimethylcyclohexyl)carbamoyl]-3-fluorophenyl]-4-fluoro-2-[rac-(3R,5S)-3,4,5-trimethylpiperazin-1-yl]phenyl]-6-oxo-4-(trifluoromethyl)-1H-pyridine-3-carboxamide CC1(C(CCCC1)NC(=O)C1=C(C=C(C=C1)C=1C(=CC(=C(C1)NC(=O)C1=CNC(C=C1C(F)(F)F)=O)N1C[C@H](N([C@H](C1)C)C)C)F)F)C |r|